2-(aminomethyl)-5-(4-methyl-1,3-thiazol-5-yl)phenol NCC1=C(C=C(C=C1)C1=C(N=CS1)C)O